trimethyl-stannyl-methyl-diphenyl-silane tert-butyl-7-(1-aminocyclopropyl)-3,4-dihydroisoquinoline-2(1H)-carboxylate C(C)(C)(C)OC(=O)N1CC2=CC(=CC=C2CC1)C1(CC1)N.CC1=C(C(=C(C=C1)[Si](C1=CC=CC=C1)(C)[SnH3])C)C